(1R,2S,5R)-1-amino-5-(2-boronoethyl)-2-(((R)-2-((tert-butoxycarbonyl)amino)-3-(1-methyl-1H-indol-3-yl)propanamido)methyl)cyclohexane-1-carboxylic acid N[C@]1([C@@H](CC[C@H](C1)CCB(O)O)CNC([C@@H](CC1=CN(C2=CC=CC=C12)C)NC(=O)OC(C)(C)C)=O)C(=O)O